C(C)(C)(C)OC(=O)N1CC=2N(CC1)N=CC2C(=O)NC2(CC2)C2=CC=C(C=N2)C(=O)O 6-(1-{5-[(tert-butoxy)carbonyl]-4H,5H,6H,7H-pyrazolo[1,5-a]pyrazine-3-amido}cyclopropyl)pyridine-3-carboxylic acid